C(CCCCCCCCCCCCCCCCC)C(C(=O)OC1=CC=CC=C1)CC1=CC(=C(C(=C1)C(C)(C)C)O)C(C)(C)C phenol octadecyl-beta-(3,5-di-tert-butyl-4-hydroxyphenyl)propionate